benzyl (S)-6-(((benzyloxy)carbonyl)amino)-2-methyl-5,6,7,8-tetrahydropyrazolo[4,3-b]azepine-4(2H)-carboxylate C(C1=CC=CC=C1)OC(=O)N[C@H]1CCC=2C(N(C1)C(=O)OCC1=CC=CC=C1)=CN(N2)C